6-cyclopropoxy-2-((1r,4r)-4-(2-(4-(5-(2,4-dioxotetrahydropyrimidin-1(2H)-yl)-1H-indol-1-yl)piperidin-1-yl)ethyl)cyclohexyl)-N-(imidazo[1,2-b]pyridazin-3-yl)-2H-indazole-5-carboxamide C1(CC1)OC=1C(=CC2=CN(N=C2C1)C1CCC(CC1)CCN1CCC(CC1)N1C=CC2=CC(=CC=C12)N1C(NC(CC1)=O)=O)C(=O)NC1=CN=C2N1N=CC=C2